COCC[N+](=C1C=CC2=NC3=CC(=C(C=C3OC2=C1)NCCOC)C)CCOC 2-methoxy-N-(2-methoxyethyl)-N-(7-((2-methoxyethyl)amino)-8-methyl-3H-phenoxazin-3-ylidene)ethan-1-aminium